C(N)(=O)C1(COCC1)NC(=O)C1=C(OC2=C1C=C(C=C2)OCC2CC2)C N-(3-carbamoyloxolan-3-yl)-5-(cyclopropylmethoxy)-2-methyl-1-benzofuran-3-carboxamide